C(#C)C1=CC(N(C=2N=C(N=CC21)NC2=CC=C(C=C2)N2CCN(CC2)C)C[C@H]2NC(CC2)=O)=O (S)-5-Ethynyl-2-((4-(4-methylpiperazin-1-yl)phenyl)amino)-8-((5-oxopyrrolidin-2-yl)methyl)pyrido[2,3-d]pyrimidin-7(8H)-one